Tetradecyl ((R)-(((2R,3S,5R)-5-(6-amino-2-fluoro-9H-purin-9-yl)-2-ethynyl-3-hydroxytetrahydrofuran-2-yl) methoxy)(phenoxy)phosphoryl)-L-alaninate NC1=C2N=CN(C2=NC(=N1)F)[C@H]1C[C@@H]([C@@](O1)(C#C)CO[P@@](=O)(OC1=CC=CC=C1)N[C@@H](C)C(=O)OCCCCCCCCCCCCCC)O